C(OCC1=CC=CC=C1)(O[C@@]1(C(OCC=2C(N3CC=4C(=NC=5C=CC=CC5C4CCN(S(=O)(=O)C)C(C)C)C3=CC21)=O)=O)CC)=O benzyl ((S)-4-ethyl-11-(2-(N-isopropyl-N-methylsulfonylamino) ethyl)-3,14-dioxo-3,4,12,14-tetrahydro-1H-pyrano[3',4':6,7]indolizino[1,2-B]quinolin-4-yl) carbonate